Methyl 4-bromo-2-(2-(2-((tert-butoxycarbonyl)(methyl)amino)-acetamido)ethoxy)benzoate BrC1=CC(=C(C(=O)OC)C=C1)OCCNC(CN(C)C(=O)OC(C)(C)C)=O